N6-(2-methoxy-4-(morpholinosulfonyl)phenyl)-N4-(2-methoxyethyl)-3-(trifluoromethyl)-1H-pyrrolo[2,3-b]pyridine-4,6-diamine COC1=C(C=CC(=C1)S(=O)(=O)N1CCOCC1)NC=1C=C(C2=C(N1)NC=C2C(F)(F)F)NCCOC